BrC=1C=C(SC1)C(=O)NC1=CC(=CC(=C1)NS(=O)(=O)C)Cl 4-bromo-N-(3-chloro-5-methanesulfonamidophenyl)thiophene-2-carboxamide